6-(Cyclohex-1-en-1-yl)-N2,N4-bis((R)-1,1,1-trifluoropropan-2-yl)-1,3,5-triazine-2,4-diamine C1(=CCCCC1)C1=NC(=NC(=N1)N[C@@H](C(F)(F)F)C)N[C@@H](C(F)(F)F)C